FC1=C(C=C(C=C1)CC(F)(F)F)C=1CCCC2=C(C1C1=CC=C(C=C1)CC1CN(C1)CCCF)C=CC=C2 8-(2-Fluoro-5-(2,2,2-trifluoroethyl)phenyl)-9-(4-((1-(3-fluoropropyl)azetidin-3-yl)methyl)phenyl)-6,7-dihydro-5H-benzo[7]annulen